C[C@@H]1CN(CC1)C1=NC(=CN=C1)C#C[Si](C)(C)C (S)-2-(3-methylpyrrolidin-1-yl)-6-((trimethylsilyl)ethynyl)pyrazine